(Z)-5-bromo-3-(7-methoxy-3,4-dihydroisoquinolin-1(2H)-ylidene)indolin-2-one BrC=1C=C2/C(/C(NC2=CC1)=O)=C\1/NCCC2=CC=C(C=C12)OC